[Sn+2].[Al+3] aluminum tin (II)